OC1=C(C2=CC=CC=C2C=C1)C=1C(=C(N=C2C3CC(CC12)C3)N3CC1(CN(C1)C(C=C)=O)CC3)C#N (P)-(1S,9S)-6-(2-hydroxy-1-naphthalenyl)-4-(2-(2-propenoyl)-2,6-diazaspiro[3.4]octan-6-yl)-3-azatricyclo[7.1.1.02,7]undeca-2,4,6-triene-5-carbonitrile